8-{5-[4-({2,2,2-trifluoro-1-[4'-(methoxycarbonyl)-[1,1'-biphenyl]-4-yl]ethyl}amino)phenyl]pyridine-2-amido}naphthalene-1-carboxylic acid FC(C(C1=CC=C(C=C1)C1=CC=C(C=C1)C(=O)OC)NC1=CC=C(C=C1)C=1C=CC(=NC1)C(=O)NC=1C=CC=C2C=CC=C(C12)C(=O)O)(F)F